CC1(CCNCC1)N1CC(C1)(N1N=CC(=C1)C=1C2=C(N=CN1)N(C=C2)COCC[Si](C)(C)C)CC#N {1-(4-methylpiperidin-4-yl)-3-[4-(7-{[2-(trimethylsilyl)ethoxy]methyl}-7H-pyrrolo[2,3-d]pyrimidin-4-yl)-1H-pyrazol-1-yl]azetidin-3-yl}acetonitrile